N-(4-(2-fluoro-4-(trifluoromethyl)phenyl)-4,5,6,7-tetrahydropyrazolo[1,5-a]pyrimidin-6-yl)acrylamide FC1=C(C=CC(=C1)C(F)(F)F)N1C=2N(CC(C1)NC(C=C)=O)N=CC2